6-fluoro-N~2~-{4-[(methylsulfonyl)methyl]phenyl}-7-(3,3,8-trimethyl-2,3-dihydro-1H-pyrido[2,3-b][1,4]oxazin-7-yl)quinazoline-2,5-diamine FC1=C(C=2C=NC(=NC2C=C1C1=C(C2=C(OC(CN2)(C)C)N=C1)C)NC1=CC=C(C=C1)CS(=O)(=O)C)N